3-chloro-5-(ethylthio)pyridine ClC=1C=NC=C(C1)SCC